tert-butyl (S)-4-((2-fluoro-3-(3-(4-methoxybenzyl)-2,4-dioxotetrahydropyrimidin-1(2H)-yl) pyrazolo[1,5-a]pyridin-5-yl) methyl)-2-methylpiperazine-1-carboxylate FC1=NN2C(C=C(C=C2)CN2C[C@@H](N(CC2)C(=O)OC(C)(C)C)C)=C1N1C(N(C(CC1)=O)CC1=CC=C(C=C1)OC)=O